1-(5-((4-(2-(tetrahydro-2H-pyran-4-yl)propan-2-yl)piperazin-1-yl)methyl)pyrazolo[1,5-a]pyridin-3-yl)dihydropyrimidine-2,4(1H,3H)-dione O1CCC(CC1)C(C)(C)N1CCN(CC1)CC1=CC=2N(C=C1)N=CC2N2C(NC(CC2)=O)=O